di-n-eicosyl cyclohexane-1,2-dicarboxylate C1(C(CCCC1)C(=O)OCCCCCCCCCCCCCCCCCCCC)C(=O)OCCCCCCCCCCCCCCCCCCCC